FC(C(CN)(NCC1=CC=C(C=C1)OC)C)(F)F 3,3,3-trifluoro-N2-(4-methoxybenzyl)-2-methylpropane-1,2-diamine